S1N=CN=C1N1CCC1 1-(1,2,4-thiadiazol-5-yl)azetidine